C[Si](C)(C)C[C-]1C=CC=C1.[Li+] lithium (trimethylsilylmethylcyclopentadienide)